NC=1SC2=C(C1C(=O)N)CCC(C2=O)(C2CC2)C#N 2-amino-6-cyano-6-cyclopropyl-7-oxo-4,5,6,7-tetrahydro-1-benzothiophene-3-carboxamide